9-(2-ethylphenyl)-3-methyl-16-thia-2,4,5,8-tetraazatetracyclo[8.6.0.02,6.011,15]-hexadeca-1(10),3,5,8,11(15)-pentaene-13-carboxylic acid C(C)C1=C(C=CC=C1)C1=NCC2=NN=C(N2C=2SC=3CC(CC3C12)C(=O)O)C